(1R,2R,4R)-4-fluoro-2-(hydroxymethyl)-2-(methoxymethyl)quinuclidin-3-one FC12C([C@](N(CC1)CC2)(COC)CO)=O